COC(=O)C1=C(C(=O)NC2=NC(=CC(=C2)C2=CC=C(C(=O)O)C=C2)C)C=CC(=C1)C(F)(F)F 4-[2-[[2-methoxycarbonyl-4-(trifluoromethyl)benzoyl]amino]-6-methyl-4-pyridyl]benzoic acid